ClC1=C(N=C(S1)NC1=CC(=NC(=C1)F)F)C(=O)NC1CC12CC2 5-chloro-2-[(2,6-difluoro-4-pyridinyl)amino]-N-spiro[2.2]pentan-2-yl-thiazole-4-carboxamide